C1(CCC1)OC1=CC=C2C(NN=C(C2=C1)CC=1C=C(C(=O)N2CCN(CC2)C2=NC=C(C#N)C=C2)C=CN1)=O 6-(4-(2-((7-Cyclobutoxy-4-oxo-3,4-dihydrophthalazin-1-yl)methyl)isonicotinoyl)piperazin-1-yl)nicotinonitrile